(1,10-phenanthroline) dibromide [Br-].[Br-].N1=CC=CC2=CC=C3C=CC=NC3=C12